FC=1C(=C(C#N)C=CC1)C1=CC(=C2C(=N1)C(NC2=O)([2H])[2H])N2N=C(C=C2)N2C([C@@](CC2([2H])[2H])(C([2H])([2H])[2H])O)([2H])[2H] (S)-3-fluoro-2-(4-(3-(3-hydroxy-3-(methyl-d3)pyrrolidin-1-yl-2,2,5,5-d4)-1H-pyrazol-1-yl)-5-oxo-6,7-dihydro-5H-pyrrolo[3,4-b]pyridin-2-yl-7,7-d2)benzonitrile